zinc-sodium [Na].[Zn]